1-(5-(4H-1,2,4-triazol-3-yl)pyridin-2-yl-1H-pyrrolo[2,3-b]pyridin-5-yl)(3-methylpiperidin-1-yl)methanone N=1N=C(NC1)C=1C=CC(=NC1)N1C=CC=2C1=NC=C(C2)C(=O)N2CC(CCC2)C